FC=1C(=NC=2N(C1)C(=C(N2)C2=NC(=NN2)C(F)(F)F)C=2N=CNC2)N2CCOCC2 4-[6-fluoro-3-(1H-imidazol-4-yl)-2-[3-(trifluoromethyl)-1H-1,2,4-triazol-5-yl]imidazo[1,2-a]pyrimidin-7-yl]morpholine